6,7-dihydro-1H-purin-6-one N1C=NC=2N=CNC2C1=O